C(CCCCCCCC(=O)N1C(CC1)C)(=O)N1C(CC1)C 1,1'-nonanedioylbis[2-methylazetidine]